ethyl 7-methoxy-1,5-naphthyridine-3-carboxylate COC1=CN=C2C=C(C=NC2=C1)C(=O)OCC